6-chloro-4-((2,5-dimethyl-4,5-dihydro-[1,2,4]triazolo[1,5-a]quinoxalin-6-yl)amino)nicotinohydrazide ClC1=NC=C(C(=O)NN)C(=C1)NC1=C2N(CC=3N(C2=CC=C1)N=C(N3)C)C